[C@H]12C(CCC(C1(C)C)C2)=C (S)-β-pinene